1-(cyanoselenyl)propan-2-one C(#N)[Se]CC(C)=O